C/C1=C\CC/C(C)=C/CC(C)(C)/C=C/C1 alpha-humulene